2-((2S,4S)-4-(8-chloro-6-fluoro-7-(3-methyl-2-(trifluoromethyl)phenyl)-4-(((S)-1-methylpyrrolidin-2-yl)methoxy)-1H-pyrazolo[4,3-c]quinolin-1-yl)piperidin-2-yl)acetonitrile ClC1=CC=2C3=C(C(=NC2C(=C1C1=C(C(=CC=C1)C)C(F)(F)F)F)OC[C@H]1N(CCC1)C)C=NN3[C@@H]3C[C@H](NCC3)CC#N